5-(2-chlorophenyl)-3-(ethylamino)-7-fluoro-4H-benzo[e][1,2,4]thiadiazine 1,1-dioxide ClC1=C(C=CC=C1)C1=CC(=CC2=C1NC(=NS2(=O)=O)NCC)F